4-(6-((4-(3,3-diethyl-7-fluoro-2-methyl-3H-indol-5-yl)-5-fluoropyrimidin-2-yl)amino)pyridin-3-yl)piperazine-1-carboxylic acid t-butyl ester C(C)(C)(C)OC(=O)N1CCN(CC1)C=1C=NC(=CC1)NC1=NC=C(C(=N1)C=1C=C2C(C(=NC2=C(C1)F)C)(CC)CC)F